C(#N)C[C@@H]1N(CCN(C1)C=1C2=C(N=C(N1)OC[C@@H]1N(C[C@@H](C1)F)C)CN(CC2)C2=CC=CC1=CC=CC(=C21)C)C(=O)OCC2=CC=CC=C2 benzyl (2S)-2-(cyanomethyl)-4-[2-[[(2R,4R)-4-fluoro-1-methyl-pyrrolidin-2-yl]methoxy]-7-(8-methyl-1-naphthyl)-6,8-dihydro-5H-pyrido[3,4-d]pyrimidin-4-yl]piperazine-1-carboxylate